C(C)C1=NN(C(=C1C)NC(CC1(CC1)C(F)(F)F)=O)C N-(3-ethyl-1,4-dimethyl-1H-pyrazol-5-yl)-2-(1-(trifluoromethyl)cyclopropyl)acetamide